Tert-butyl (3R,4S)-3-(bromomethyl)-4-hydroxypyrrolidine-1-carboxylate BrC[C@@H]1CN(C[C@H]1O)C(=O)OC(C)(C)C